CN1N=C(C(=C1C)O)C1=CC(=CC=C1)SC(C)C 1,5-Dimethyl-3-(3-(isopropylthio)phenyl)-pyrazol-4-ol